pyrrole silicon [Si].N1C=CC=C1